Pyrimidine-3-carboxylic acid [3-(5-chloro-2-difluoromethoxy-phenyl)-1H-pyrazol-4-yl]-amide ClC=1C=CC(=C(C1)C1=NNC=C1NC(=O)N1CN=CC=C1)OC(F)F